(S)-7-((9,9-difluoro-9H-fluorene-3-carbonyl)glycyl)-N-((R)-1-(4-(oxazol-2-yl)thiophen-2-yl)ethyl)-1,4-dioxa-7-azaspiro[4.4]nonane-8-carboxamide FC1(C2=CC=CC=C2C=2C=C(C=CC12)C(=O)NCC(=O)N1CC2(OCCO2)C[C@H]1C(=O)N[C@H](C)C=1SC=C(C1)C=1OC=CN1)F